1-(2-piperazin-1-ylacetyl)pyrrolidine N1(CCNCC1)CC(=O)N1CCCC1